6'-bromo-3'-hydroxyl-2',3'-dihydrospiro[cyclopropane-1,1'-indene] BrC1=CC=C2C(CC3(C2=C1)CC3)O